5-(N-(4-chloro-2-((2-chloro-N-(furan-2-ylmethyl)benzoylamino)methyl)phenyl)-N-ethylsulfamoyl)-3-Methylbenzo[b]thiophene-2-carboxylic acid ClC1=CC(=C(C=C1)N(S(=O)(=O)C1=CC2=C(SC(=C2C)C(=O)O)C=C1)CC)CN(CC=1OC=CC1)C(C1=C(C=CC=C1)Cl)=O